N-[4-(3,5-difluorophenoxy)-2,2-difluoro-7-methylsulfonyl-indan-1-yl]acetamide FC=1C=C(OC2=C3CC(C(C3=C(C=C2)S(=O)(=O)C)NC(C)=O)(F)F)C=C(C1)F